5,10,15,20-tetrakis(4-ethynylphenyl)porphyrin C(#C)C1=CC=C(C=C1)C=1C2=CC=C(N2)C(=C2C=CC(C(=C3C=CC(=C(C=4C=CC1N4)C4=CC=C(C=C4)C#C)N3)C3=CC=C(C=C3)C#C)=N2)C2=CC=C(C=C2)C#C